(1R,2S,3R,5R)-3-(4-amino-5-bromo-7H-pyrrolo[2,3-d]pyrimidin-7-yl)-5-(((3-((3-fluorophenethyl)amino)propyl)amino)methyl)cyclopentane-1,2-diol NC=1C2=C(N=CN1)N(C=C2Br)[C@H]2[C@@H]([C@@H]([C@H](C2)CNCCCNCCC2=CC(=CC=C2)F)O)O